2-(1-(1-(((2R)-6,6-dimethylbicyclo[3.1.1]heptan-2-yl)methyl)piperidin-4-yl)-2-oxoindolin-3-yl)acetamide CC1(C2CC[C@H](C1C2)CN2CCC(CC2)N2C(C(C1=CC=CC=C21)CC(=O)N)=O)C